7-bromo-N-(2,2-dimethoxyethyl)-2-(4-fluorophenyl)-9-methyl-5H-benzo[e]pyrrolo[1,2-a][1,4]diazepin-11-amine BrC1=CC2=C(N=C(C=3N(C2)C=C(C3)C3=CC=C(C=C3)F)NCC(OC)OC)C(=C1)C